C(C)(C)(C)OC(N(C(CCC#C)CO[Si](C)(C)C(C)(C)C)CC=C)=O allyl-N-[1-[[tert-butyl-(dimethyl)silyl]oxymethyl]pent-4-ynyl]carbamic acid tert-butyl ester